trans-4-(6-chloroquinoline-2-carboxamido)cyclohexanecarboxylic acid ClC=1C=C2C=CC(=NC2=CC1)C(=O)N[C@@H]1CC[C@H](CC1)C(=O)O